(S)-N-((2-(6-((cis)-2,6-dimethylmorpholino)pyridin-2-yl)-1,6-naphthyridin-7-yl)methyl)-3-hydroxy-2,3-dihydrobenzo[b]thiophene-6-carboxamide 1,1-dioxide C[C@@H]1O[C@@H](CN(C1)C1=CC=CC(=N1)C1=NC2=CC(=NC=C2C=C1)CNC(=O)C=1C=CC2=C(S(C[C@H]2O)(=O)=O)C1)C